4-(7-(4-(4,5-diphenyl-4H-1,2,4-triazol-3-yl)phenyl)-9,9-dipropyl-9H-fluorene-2-yl)-N,N-diphenylaniline C1(=CC=CC=C1)N1C(=NN=C1C1=CC=CC=C1)C1=CC=C(C=C1)C1=CC=C2C=3C=CC(=CC3C(C2=C1)(CCC)CCC)C1=CC=C(N(C2=CC=CC=C2)C2=CC=CC=C2)C=C1